[N+](=O)([O-])C=1C=CC2=C(C(=NS2(=O)=O)N)C1 5-nitro-1,1-dioxo-1,2-benzothiazol-3-amine